Cl.FC=1C=C(C=CC1OC1=NC=CC(=N1)C)C=1C(=NC=NC1C=1CCNCC1)N 5-(3-fluoro-4-((4-methylpyrimidin-2-yl)oxy)phenyl)-6-(1,2,3,6-tetrahydropyridin-4-yl)pyrimidine-4-Amine hydrochloride